Trans-3-fluoro-1-(3-methyloxetan-3-yl)-4-(4-nitro-1H-pyrazol-1-yl)piperidine F[C@@H]1CN(CC[C@H]1N1N=CC(=C1)[N+](=O)[O-])C1(COC1)C